ClC1=C(C=CC=C1)CC(=O)NC1=CC(=C(OC=2C=C(C(=O)NC3CC3)C=CC2)C=C1)S(N)(=O)=O 3-(4-[(2-chlorophenyl)acetyl]amino-2-sulfamylphenoxy)-N-cyclopropylbenzamide